CNC(=O)NC1=NC=NC(=C1)NC=1SC2=C(N1)C1(NC2=O)CCCCC1 1-methyl-3-(6-((6'-oxo-5',6'-dihydrospiro[cyclohexane-1,4'-pyrrolo[3,4-d]thiazol]-2'-yl)amino)pyrimidin-4-yl)urea